tert-Butyl (3S,4S)-4-(4-(2,4-dioxo-3-((2-(trimethylsilyl)ethoxy)methyl)tetrahydropyrimidin-1(2H)-yl)-1H-indol-1-yl)-3-fluoropiperidine-1-carboxylate O=C1N(CCC(N1COCC[Si](C)(C)C)=O)C1=C2C=CN(C2=CC=C1)[C@@H]1[C@H](CN(CC1)C(=O)OC(C)(C)C)F